(2S,3S)-5-(benzyloxy)-3-(3,4,5-tris(benzyloxy)phenyl)-1,2,3,4-tetrahydronaphthalen-2-yl 3,4,5-tris(benzyloxy)benzoate C(C1=CC=CC=C1)OC=1C=C(C(=O)O[C@H]2CC3=CC=CC(=C3C[C@H]2C2=CC(=C(C(=C2)OCC2=CC=CC=C2)OCC2=CC=CC=C2)OCC2=CC=CC=C2)OCC2=CC=CC=C2)C=C(C1OCC1=CC=CC=C1)OCC1=CC=CC=C1